O=C1NC(CC[C@@H]1OC1=CC=C(C=C1)C1CCN(CC1)CC(=O)N1CCNCC1)=O 4-[2-[4-[4-[[(3S)-2,6-dioxo-3-piperidyl]oxy]phenyl]-1-piperidyl]acetyl]piperazin